N1(N=CC=C1)C=1C=CC(=NC1)N 5-(1H-pyrazol-1-yl)pyridin-2-amine